FC([C@@H](C=1C=2N(C=CC1)C(=C(N2)C#CCNC2=C(C=C(C=C2)S(=O)(=O)C)OC)CC(F)(F)F)NC2=CC=NN2C)F (R)-N-(2,2-difluoro-1-(2-(3-((2-methoxy-4-(methylsulfonyl)phenyl)amino)prop-1-yn-1-yl)-3-(2,2,2-trifluoroethyl)imidazo[1,2-a]pyridin-8-yl)ethyl)-1-methyl-1H-pyrazol-5-amine